4,5-bis-[N'-(butyl)thioureido]-2,7-di-tert-butyl-9,9-dimethylxanthene C(CCC)NC(NC1=CC(=CC=2C(C3=CC(=CC(=C3OC12)NC(=S)NCCCC)C(C)(C)C)(C)C)C(C)(C)C)=S